2-mercapto-4,5-dimethylimidazole SC=1NC(=C(N1)C)C